persulfate bismuth [Bi+3].S(=O)(=O)([O-])OOS(=O)(=O)[O-].S(=O)(=O)([O-])OOS(=O)(=O)[O-].S(=O)(=O)([O-])OOS(=O)(=O)[O-].[Bi+3]